6-(3-bromo-4-(pyrrolidin-1-yl)phenyl)-1-(2-(4-(2-methoxyethyl)piperazin-1-yl)benzo[d]oxazol-6-yl)-4-oxo-1,4-dihydropyridine-3-carboxylic acid BrC=1C=C(C=CC1N1CCCC1)C1=CC(C(=CN1C1=CC2=C(N=C(O2)N2CCN(CC2)CCOC)C=C1)C(=O)O)=O